trans-rac-N-(2-Chloro-5-(2,2-dichloro-3-(3,5-dichlorophenyl)cyclopropane-1-carboxamido)phenyl)-2,3-difluorobenzamide ClC1=C(C=C(C=C1)NC(=O)[C@@H]1C([C@H]1C1=CC(=CC(=C1)Cl)Cl)(Cl)Cl)NC(C1=C(C(=CC=C1)F)F)=O |r|